(E)-5-methoxy-4-(2-(spiro[2.3]hex-5-yl)vinyl)picolinic acid COC=1C(=CC(=NC1)C(=O)O)\C=C\C1CC2(CC2)C1